N-((1r,3r)-3-((8-cyanoquinolin-5-yl)oxy)-2,2,4,4-tetramethylcyclobutyl)-3-fluoro-4-(4-formylpiperidin-1-yl)benzamide C(#N)C=1C=CC(=C2C=CC=NC12)OC1C(C(C1(C)C)NC(C1=CC(=C(C=C1)N1CCC(CC1)C=O)F)=O)(C)C